(R)-4-(4-(tert-butoxy)-2-(4-(5-chloro-2-propionylphenyl)-5-methoxy-2-oxopyridin-1(2H)-yl)butyrylamino)benzoic acid C(C)(C)(C)OCC[C@H](C(=O)NC1=CC=C(C(=O)O)C=C1)N1C(C=C(C(=C1)OC)C1=C(C=CC(=C1)Cl)C(CC)=O)=O